rac-(5S,7S)-N,N-Dicyclopropyl-7-fluoro-5-phenyl-6,7-dihydro-5H-pyrrolo[1,2-b][1,2,4]triazol-2-carboxamid C1(CC1)N(C(=O)C=1N=C2N(N1)[C@@H](C[C@@H]2F)C2=CC=CC=C2)C2CC2 |r|